N-[(6-Amino-2-pyridyl)sulfonyl]-6-tert-butyl-2-(2-isopropylphenoxy)pyridin-3-carboxamid NC1=CC=CC(=N1)S(=O)(=O)NC(=O)C=1C(=NC(=CC1)C(C)(C)C)OC1=C(C=CC=C1)C(C)C